ClC1=C(C=CC=C1)C(C(C)C=1N(C(C(=C(N1)C(=O)NC=1C=NOC1)O)=O)C)C=1OC(=NN1)C 2-(1-(2-chlorophenyl)-1-(5-methyl-1,3,4-oxadiazol-2-yl)propan-2-yl)-5-hydroxy-N-(isoxazol-4-yl)-1-methyl-6-oxo-1,6-dihydropyrimidine-4-carboxamide